C(C1=CC=CC=C1)(=O)C=1C=C(C=CC1)C(C(=O)N1C=CC2=C1N=CN=C2C=2C=NN(C2)[C@H](CC#N)C2CCCC2)C (3R)-3-(4-(7-(2-(3-benzoylphenyl)propionyl)-7H-pyrrolo[2,3-d]pyrimidin-4-yl)-1H-pyrazol-1-yl)-3-cyclopentyl-propionitrile